C(C)(C)C1=C(C=CC=C1)C1=NC=C2NC(N(C2=N1)CC1=CC=C(C=C1)C=1C=NN(C1CC(=O)O)C)=O 2-(4-(4-((2-(2-isopropylphenyl)-8-oxo-7,8-dihydro-9H-purin-9-yl)methyl)phenyl)-1-methyl-1H-pyrazol-5-yl)acetic acid